(7S,7aR,14S,14aS)-dodecahydro-2H,6H-7,14-methanodipyrido[1,2-a:1',2'-e][1,5]diazocine C1CCCN2[C@@H]1[C@@H]1CN3[C@@H]([C@H](C2)C1)CCCC3